CC1=NC(=CC(=N1)NC1=NN2C(C=C(C=C2)C2=C(C=NC(=C2)C)OCC2CC(COC2)O)=C1)C 5-(((4-(2-((2,6-dimethylpyrimidin-4-yl)amino)pyrazolo[1,5-a]pyridin-5-yl)-6-methylpyridin-3-yl)oxy)methyl)tetrahydro-2H-pyran-3-ol